COC1=C(C=CC=C1)/C=C/CC(C#N)(C#N)C(C)\C=C\C1=CC=CC=C1 2-((E)-3-(2-methoxyphenyl)allyl)-2-((E)-4-phenylbut-3-en-2-yl)malononitrile